2-((6-(1-(2-hydroxyethyl)piperidin-4-yl)-1H-benzo[d]imidazol-2-yl)amino)quinoxaline-6-carbonitrile OCCN1CCC(CC1)C=1C=CC2=C(NC(=N2)NC2=NC3=CC=C(C=C3N=C2)C#N)C1